8-(4-methylpyridin-3-yl)-2,3-dihydrobenzo[b][1,4]oxazepin-4(5H)-one CC1=C(C=NC=C1)C=1C=CC2=C(OCCC(N2)=O)C1